C1(CCCC1)NC1=CC=C(C=C1)[C@@H]1[C@@H](C[C@H]2[C@@H](N1)CCC2)C(=O)OC(C)(C)C tert-butyl (2S,3R,4aS,7aS)-2-[4-(cyclopentyl amino) phenyl]-2,3,4,4a,5,6,7,7a-octahydro-1H-cyclopenta[b]pyridine-3-carboxylate